2-(2,5-dimethylphenyl)-N-(6-oxo-1-phenyl-1,6-dihydropyridin-3-yl)acetamide CC1=C(C=C(C=C1)C)CC(=O)NC1=CN(C(C=C1)=O)C1=CC=CC=C1